C(=O)O.FC1=C(OCC#N)C=CC(=C1F)C1=CN=C2N1C=CN=C2NC2=CC(=C(C=C2)C(=O)N2CCN(CC2)C(=O)[C@H]2[C@H](CNCC2)O)C |r| 2-[2,3-difluoro-4-[8-[3-methyl-4-[4-[rac-(3R,4R)-3-hydroxypiperidine-4-carbonyl]piperazine-1-carbonyl]anilino]imidazo[1,2-a]pyrazin-3-yl]phenoxy]acetonitrile formate